3-methyl-5-(4,4,5,5-tetramethyl-1,3,2-dioxaborolan-2-yl)-1-[[2-(trimethylsilyl)ethoxy]methyl]pyrazolo[3,4-b]pyridine CC1=NN(C2=NC=C(C=C21)B2OC(C(O2)(C)C)(C)C)COCC[Si](C)(C)C